chromium(III) boride B#[Cr]